N7-(2,2-difluorospiro[3.3]heptan-7-yl)-2-(methoxymethyl)pyrazolo[1,5-a]pyrimidine-3,7-dicarboxamide FC1(CC2(C1)CCC2NC(=O)C2=CC=NC=1N2N=C(C1C(=O)N)COC)F